C(\C=C/CCCC)O (Z)-hept-2-en-1-ol